CNC1=C(C(N(C2=NC(=CC=C12)C(F)(F)F)C=1C(=NC=CC1)C)=O)C(=O)OC methyl 4-(methylamino)-1-(2-methylpyridin-3-yl)-2-oxo-7-(trifluoromethyl)-1,2-dihydro-1,8-naphthyridine-3-carboxylate